N[Pt](N)(N)(N)(Cl)(Cl)(Cl)Cl tetraaminoplatinum tetra-chloride